4-ethylcyclohexane-1,2-dicarboxylic acid disodium salt [Na+].[Na+].C(C)C1CC(C(CC1)C(=O)[O-])C(=O)[O-]